pyridine-3-carboxylate dihydrochloride Cl.Cl.N1=CC(=CC=C1)C(=O)O